Cl.COC1=CC=C(C=C1)[C@@H]([C@@H](N)C1=CC=C(C=C1)OC)N (1S,2S)-1,2-bis(4-methoxyphenyl)ethylenediamine hydrochloride